4-(((3-((2-(isoindolin-2-yl)-2-oxoethyl)amino)adamantan-1-yl)amino)methyl)benzonitrile C1N(CC2=CC=CC=C12)C(CNC12CC3(CC(CC(C1)C3)C2)NCC2=CC=C(C#N)C=C2)=O